7-ethoxy-4,5-dihydro-1H-indazole C(C)OC1=CCCC=2C=NNC12